NC1=C(C(=NN1C1(CC1)C)C1=CC=C(C=C1)C(C(=O)NC1=CC(=NO1)C1CC(C1)(C)C)C)C#N 2-[4-[5-Amino-4-cyano-1-(1-methylcyclopropyl)pyrazol-3-yl]phenyl]-N-[3-(3,3-dimethylcyclobutyl)-1,2-oxazol-5-yl]propanamide